CC=1C=CC=2N(C3=CC=C(C=C3C2C1)C)C1=C(C=C(C(=C1C1=NC(=NC(=C1)C1=CC=CC=C1)C1=CC=CC=C1)N1C2=CC=CC=C2C=2C=CC=CC12)C1=NC(=NC(=C1)C1=CC=CC=C1)C1=CC=CC=C1)N1C2=CC=CC=C2C=2C=CC=CC12 9,9'-(2-(3,6-dimethyl-9H-carbazol-9-yl)-3,5-bis(2,6-diphenylpyrimidin-4-yl)-1,4-phenylene)bis(9H-carbazole)